indium(III) dichloride [Cl-].[Cl-].[In+3]